(3S)-N-((1R,2R,4S)-7-cyano-7-azabicyclo[2.2.1]heptan-2-yl)-1-(3-cyano-6-(trifluoromethyl)-2-pyridinyl)-N-methyl-3-pyrrolidinecarboxamide C(#N)N1[C@H]2[C@@H](C[C@@H]1CC2)N(C(=O)[C@@H]2CN(CC2)C2=NC(=CC=C2C#N)C(F)(F)F)C